(thiazol-5-yl)boronic acid S1C=NC=C1B(O)O